COC(=O)[C@@H]1N(CCC[C@@H]1C(=O)OC)C(C)=O (2R,3S)-N-acetyl-piperidine-2,3-dicarboxylic acid dimethyl ester